2-Amino-2-methyl-N-(2-(methyl(2-(methyl(prop-2-yn-1-yl)amino)-2-oxoethyl)amino)ethyl)propionamide NC(C(=O)NCCN(CC(=O)N(CC#C)C)C)(C)C